3-(2-(dimethylamino)ethyl)-7-((6-fluoropyridin-2-yl)oxy)-5-methyl-3,5-dihydro-4H-pyridazino[4,5-b]indol-4-one CN(CCN1N=CC2=C(N(C=3C=C(C=CC23)OC2=NC(=CC=C2)F)C)C1=O)C